12-(palmitoyloxy)dodecanoic acid C(CCCCCCCCCCCCCCC)(=O)OCCCCCCCCCCCC(=O)O